Cl.N1(C[C@@H](CCC1)N1CCCC2=C1N=NC(=C2C)C2=C(C=C(C=C2)C(F)(F)F)O)C2CCNCC2 2-{8-[(3R)-[1,4'-bipiperidin]-3-yl]-4-methyl-5H,6H,7H-pyrido[2,3-c]pyridazin-3-yl}-5-(trifluoromethyl)phenol hydrochloride